(Cyclooctene) Iridium (I) chloride [Ir]Cl.C1=CCCCCCC1